O1[AsH]C=CC=C1 oxaarsine